CCN(CC)CCOC(=O)C1=C(C=C(C=C1)N)Cl.Cl The molecule is the monohydrochloride salt of chloroprocaine. Used as a local anaesthetic, particularly for oral surgery, it has the advantage over lidocaine of constricting blood vessels, so reducing bleeding. It has a role as a local anaesthetic, a peripheral nervous system drug and a central nervous system depressant. It contains a chloroprocaine.